C(C)(C)(C)OC([C@@H](CC=1C=C(SC1)CC(=O)O)[C@@H]1CN(CC1)C(=O)OC(C)(C)C)=O 2-(4-((S)-3-(tert-butoxy)-2-((R)-1-(tert-butoxycarbonyl)pyrrolidin-3-yl)-3-oxopropyl)thiophene-2-yl)acetic acid